3,5-dihydrazinylcarbonylphenylphosphonic acid N(N)C(=O)C=1C=C(C=C(C1)C(=O)NN)P(O)(O)=O